COC(=O)C1=CC=2N(N=C1)C(=C(N2)C(C)=O)C2=CC(=CC(=C2)Cl)Cl 2-acetyl-3-(3,5-dichlorophenyl)imidazo[1,2-b]Pyridazine-7-carboxylic acid methyl ester